C(CCCCCCCCCC(C)C)OCCCCCCCCCCC(C)C monoisotridecylether